1-(2-methylphenyl)-1-ethanol CC1=C(C=CC=C1)C(C)O